ClC1=NC(=NC(=N1)C1=C(OC=C1C1=CC=CC=C1)C1=CC=CC=C1)C1=CC=CC=C1 2-chloro-4-(diphenylfuran-3-yl)-6-phenyl-1,3,5-triazine